FC1=C(C=CC(=C1)F)C1=NN2C(N=CC=C2)=C1C(=O)O 2-(2,4-Difluorophenyl)pyrazolo[1,5-a]pyrimidine-3-carboxylic acid